FC(CNC1CN(C1)CC1=CC=C(C=C1)C1=CC=C(C=C1)C1=C(C2=C(NC(=N2)OC=2C=CC(=C(C(=O)O)C2)C)C=C1F)F)F 5-((5-(4'-((3-((2,2-difluoroethyl)amino)azetidin-1-yl)methyl)-[1,1'-biphenyl]-4-yl)-4,6-difluoro-1H-benzo[d]imidazol-2-yl)oxy)-2-methylbenzoic acid